tert-butyl (((4bR,5S,6R,7R,7aS)-7a-(4-cyanophenyl)-4b,5-dihydroxy-4-methoxy-7-phenyl-4b,6,7,7a-tetrahydro-5H-cyclopenta[4,5]furo[2,3-c]pyridin-6-yl)methyl)(2-methoxyethyl)carbamate C(#N)C1=CC=C(C=C1)[C@@]12[C@@](C3=C(C=NC=C3OC)O1)([C@H]([C@H]([C@@H]2C2=CC=CC=C2)CN(C(OC(C)(C)C)=O)CCOC)O)O